C(C)OS(OCC)(=O)=O sulfuric acid Diethyl ester